N=1NN=NC1CC=1C=CC(=C(CC=2C(=NC(=NC2C)N)N[C@H](CCS(=O)(=O)C)CCCC)C1)OC (S)-5-(5-((2H-tetrazol-5-yl)methyl)-2-methoxybenzyl)-6-methyl-N4-(1-(methylsulfonyl)heptan-3-yl)pyrimidine-2,4-diamine